OC(=O)C(F)(F)F.ONC(C1=CC=CC=C1)=O N-hydroxybenzamide TFA salt